1-((1S,4S)-5-(4-((5-cyclopropylpyridin-3-yl)amino)pyrido[3,2-d]pyrimidin-6-yl)-2,5-diazabicyclo[2.2.1]heptan-2-yl)prop-2-en-1-one C1(CC1)C=1C=C(C=NC1)NC=1C2=C(N=CN1)C=CC(=N2)N2[C@@H]1CN([C@H](C2)C1)C(C=C)=O